(S)-1-(3-((4-((5-(furan-2-yl)-2-methoxyphenyl)amino)-7-methoxyquinazolin-6-yl)oxy)pyrrolidine-1-yl)prop-2-en-1-one O1C(=CC=C1)C=1C=CC(=C(C1)NC1=NC=NC2=CC(=C(C=C12)O[C@@H]1CN(CC1)C(C=C)=O)OC)OC